2-(1,4-dioxan-2-yl)ethan-1-ol O1C(COCC1)CCO